C1=CCCCCCCCCCC1 Cyclododecen